6-(Trifluoromethyl)-4-(6-(trifluoromethyl)pyridin-3-yl)pyrimidin-2(1H)-one FC(C1=CC(=NC(N1)=O)C=1C=NC(=CC1)C(F)(F)F)(F)F